CSCCCN1N=C(C=C1)\C=C\[N+](=O)[O-] (E)-1-(3-(methylthio)propyl)-3-(2-nitrovinyl)-1H-pyrazole